IC(C(=O)O)CC1=CC=CC=C1 iodo-β-phenylpropionic acid